ClC=1C=C(C=CC1Cl)[C@H](C(=O)OC)NS(=O)(=O)C1=CC=C(C=C1)OC(F)(F)F methyl (2R)-2-(3,4-dichlorophenyl)-2-[[4-(trifluoromethoxy)phenyl]sulfonylamino]acetate